C(C)OC1=C2C(=NC(=C1)C1=CN(C3=CN=C(C=C31)NC(C)=O)C)C3(OCC2)COCC3 N-(3-(4'-Ethoxy-4,5,5',6'-Tetrahydro-2H-Spiro[Furan-3,8'-Pyrano[3,4-b]Pyridine]-2'-yl)-1-Methyl-1H-Pyrrolo[2,3-c]Pyridin-5-yl)Acetamide